(2-aminobenzo[d]thiazol-6-yl)-1-[2-(4-morpholinyl)ethyl]-3-(4-chlorophenyl)urea NC=1SC2=C(N1)C=CC(=C2)N(C(=O)NC2=CC=C(C=C2)Cl)CCN2CCOCC2